methyl pivaloylphosphinate C(C(C)(C)C)(=O)P(OC)=O